C1(CC1)C=1C=C2[C@H](C3(CCNCC3)CC2=CC1)N[S@](=O)C(C)(C)C (R)-N-((S)-5-cyclopropyl-1,3-dihydrospiro[indene-2,4'-piperidin]-3-yl)-2-methylpropane-2-sulfinamide